hexadecyl methylthiosulfonate CS(=S)(=O)OCCCCCCCCCCCCCCCC